difluoromethyl-(2-pyridyl)sulfone FC(F)S(=O)(=O)C1=NC=CC=C1